CC1=C(C=C)C=CC(=C1)C 2,4-di-methylstyrene